(±)-5-((4-Chloro-3-((S-methylsulfonimidoyl)methyl)phenyl)amino)-7-(cyclopropylamino)pyrazolo[1,5-a]pyrimidine-3-carbonitrile ClC1=C(C=C(C=C1)NC1=NC=2N(C(=C1)NC1CC1)N=CC2C#N)C[S@@](=O)(=N)C |r|